COC1=CC=C(CN2N=C(C=C2)C2=CC(=C(C=N2)C=2C=NC3=CC(=NC=C3C2)NC(OC(C)(C)C)=O)C)C=C1 tert-butyl (3-(6-(1-(4-methoxybenzyl)-1H-pyrazol-3-yl)-4-methylpyridin-3-yl)-1,6-naphthyridin-7-yl)carbamate